CC(C)CCCCCCC(CCCCCCCC)O 2-methylheptadecan-9-ol